BrC1=C(C(=CC=C1)C(C(C)(C)OC)(F)F)F 1-bromo-3-(1,1-difluoro-2-methoxy-2-methylpropyl)-2-fluorobenzene